[Ru+2].ClC1C(C(CCC1)(P(C1CCCCC1)C1CCCCC1)Cl)=CC1=C(C=CC=C1)OC(C)C dichloro(2-isopropoxyphenylmethylene)(tricyclohexylphosphine) ruthenium (II)